2-bromo-1-(2-bromophenoxy)-4-chlorobenzene BrC1=C(C=CC(=C1)Cl)OC1=C(C=CC=C1)Br